C(C1=CC=CC=C1)NC(C(=O)N(C)C1CCCC1)C(C(C)C)(F)F 2-(benzylamino)-N-cyclopentyl-3,3-difluoro-N,4-dimethylvaleramide